CN(C)CC1(CC1)COC=1N=C(C2=C(N1)CN(C2)C(=O)C2=CC(=CC1=CC=CC(=C21)I)O)N2C[C@@H](C[C@@H](C2)C)O (2-((1-((dimethylamino)methyl)cyclopropyl)methoxy)-4-((3R,5S)-3-hydroxy-5-methylpiperidin-1-yl)-5,7-dihydro-6H-pyrrolo[3,4-d]pyrimidin-6-yl)(3-hydroxy-8-iodonaphthalen-1-yl)methanone